C(#N)C=1C=NC(=NC1)N1C[C@H](CC1)C1CC12N(CCC(C2)C(=O)N)C(=O)C2=NNC(=C2)C2=CC(=NC=C2F)OC ((R)-1-(5-cyanopyrimidin-2-yl)pyrrolidin-3-yl)-4-(5-(5-fluoro-2-methoxypyridin-4-yl)-1H-pyrazole-3-carbonyl)-4-azaspiro[2.5]octane-7-carboxamide